C(#N)[C@H](C[C@H]1C(NC2(CC2)C1)=O)NC(=O)[C@@H]1[C@H]2C([C@H]2CN1C(=O)OCC1=CC=CC=C1)(C)C benzyl (1R,2S,5S)-2-[[(1S)-1-cyano-2-[(6R)-5-oxo-4-azaspiro[2.4]heptan-6-yl]ethyl]carbamoyl]-6,6-dimethyl-3-azabicyclo[3.1.0]hexane-3-carboxylate